8-imino-2-(2-isopropylphenyl)-7-methyl-9-(4-(1-methyl-4-(trifluoromethyl)-1H-imidazol-2-yl)benzyl)-8,9-dihydro-7H-purin-6-ol N=C1N(C2=NC(=NC(=C2N1C)O)C1=C(C=CC=C1)C(C)C)CC1=CC=C(C=C1)C=1N(C=C(N1)C(F)(F)F)C